[Si](C)(C)(C(C)(C)C)OCC1=NCC=C(C1)C=1SC=CC1 2-(((tert-butyldimethylsilyl)oxy)methyl)-4-(thiophen-2-yl)-3,6-dihydropyridin